docosan-11-ol CCCCCCCCCCC(CCCCCCCCCCC)O